C(C)C1C(C(CC1)=O)=O 3-ethyl-1,2-cyclopentanedione